1-aminoethyl-2-myristylimidazoline NC(C)N1C(=NCC1)CCCCCCCCCCCCCC